phenyl (4-(phenylsulfonyl)phenyl)carbamate C1(=CC=CC=C1)S(=O)(=O)C1=CC=C(C=C1)NC(OC1=CC=CC=C1)=O